tert-butyl-2,3-dichloro-5-(trifluoromethyl)pyridine C(C)(C)(C)C1=C(C(=NC=C1C(F)(F)F)Cl)Cl